OC1CC(C1)NC1=NC(=CC(=C1)C=1C=C(C=CC1C)NC(=O)N1C[C@@H](CC1)CC(F)(F)F)N1CCOCC1 (S)-N-(3-(2-(((1S,3R)-3-hydroxycyclobutyl)amino)-6-morpholinylpyridin-4-yl)-4-methylphenyl)-3-(2,2,2-trifluoroethyl)pyrrolidine-1-carboxamide